FC1(CN(C1)C1=CC=C(NC)C=C1)F 4-(3,3-difluoroazetidin-1-yl)-N-methylaniline